2,4-dichlorobenzenesulfonamide ClC1=C(C=CC(=C1)Cl)S(=O)(=O)N